(7-(diethylamino)-2-oxo-2H-benzofuran-4-yl) methyl-2-(thiazol-4-yl)-1H-benzo[d]imidazole-1-carboxylate CC1=CC=CC=2N(C(=NC21)C=2N=CSC2)C(=O)OC2=CC=C(C1=C2CC(O1)=O)N(CC)CC